choline chloride calcium salt [Ca].[Cl-].OCC[N+](C)(C)C